CS(=O)(=O)N1CCC2(CC2C(=O)N)CC1 6-(methylsulfonyl)-6-azaspiro[2.5]octane-1-carboxamide